7-(1-(adamantan-1-ylmethyl)-5-methyl-1H-pyrazol-4-yl)-3-((2-(benzo[d]thiazol-2-ylcarbamoyl)-4-(piperazin-1-yl)phenyl)amino)imidazo[1,2-a]pyridine-8-carboxylic acid C12(CC3CC(CC(C1)C3)C2)CN2N=CC(=C2C)C2=C(C=3N(C=C2)C(=CN3)NC3=C(C=C(C=C3)N3CCNCC3)C(NC=3SC2=C(N3)C=CC=C2)=O)C(=O)O